methylimidazopyridinecarboxylic acid CC1=NC2=C(C=C1)NC(=N2)C(=O)O